1-chloro-1,3-disilacyclobutane Cl[SiH]1C[SiH2]C1